N-(6-(3-hydroxypropyl)thiazolo[4,5-b]pyrazin-2-yl)-5'-methoxy-2',6-dimethyl-[4,4'-bipyridine]-3-carboxamide OCCCC=1N=C2C(=NC1)N=C(S2)NC(=O)C=2C=NC(=CC2C2=CC(=NC=C2OC)C)C